tert-butyl 5-amino-4-(1-((4-(((tert-butoxycarbonyl)amino)-methyl)phenoxy)methyl)-4-oxo-4H-thieno[3,4-c]pyrrol-5(6H)-yl)-5-oxopentanoate NC(C(CCC(=O)OC(C)(C)C)N1CC=2C(C1=O)=CSC2COC2=CC=C(C=C2)CNC(=O)OC(C)(C)C)=O